C(C=C)/C(=C(/C(=O)O)\CC=C)/C(=O)O.FC=1C=C(C=C(C1C1=CSC=C1)F)C(C)(C)O 2-(3,5-difluoro-4-(thiophen-3-yl)phenyl)propan-2-ol Diallylmaleate